O=C1N(CCC(N1)=O)N1C(C2=CC=C(C=C2C1=O)CN1CCC(=CC1)C=1C2=C(N=C(N1)C)SC1=C2CCC1)=O 2-(2,4-dioxotetrahydropyrimidin-1(2H)-yl)-5-((4-(2-methyl-6,7-dihydro-5H-cyclopenta[4,5]thieno[2,3-d]pyrimidin-4-yl)-3,6-dihydropyridine-1(2H)-yl)methyl)isoindoline-1,3-dione